1-hexadecanoyl-2-(9Z-nonadecenoyl)-glycero-3-phosphocholine CCCCCCCCCCCCCCCC(=O)OC[C@H](COP(=O)([O-])OCC[N+](C)(C)C)OC(=O)CCCCCCC/C=C\CCCCCCCCC